C(=O)O.NC1=CN=NC2=CC(=CC=C12)C=1C=C(C=CC1N1N=CC=N1)B(O)O [3-(4-aminocinnolin-7-yl)-4-(triazol-2-yl)phenyl]boronic acid formic acid salt